3-(1H-Benzo[d]imidazol-6-yl)-2-(4-phenoxyphenyl)thiazolidin-4-on N1C=NC2=C1C=C(C=C2)N2C(SCC2=O)C2=CC=C(C=C2)OC2=CC=CC=C2